2-(2,2,2-trifluoroethyl)-N-(5-(((2-(2,2,2-trifluoroethyl)-2,4,5,6-tetrahydrocyclopenta[c]pyrazol-5-yl)methoxy)methyl)-1H-indol-3-yl)-2-azaspiro[3.3]heptane-6-sulfonamide FC(CN1CC2(C1)CC(C2)S(=O)(=O)NC2=CNC1=CC=C(C=C21)COCC2CC=1C(=NN(C1)CC(F)(F)F)C2)(F)F